N[C@H](C(=O)O)CC1=CC=2C(=NC=C(C2)Cl)N1C (S)-2-amino-3-(5-chloro-1-methyl-1H-pyrrolo[2,3-b]pyridin-2-yl)propanoic acid